C12CN(CC(CC1)N2)C=2N=C1C(=NC2)N=C(C=C1)SC1=C(C(=NC=C1)N)Cl 4-((2-(3,8-diazabicyclo[3.2.1]octan-3-yl)pyrido[2,3-b]pyrazin-6-yl)thio)-3-chloropyridin-2-amine